C(CC)NN[C@@H](CCC(N)=O)C(=O)O propylamino-L-glutamine